((R)-piperidin-2-yl)methanol N1[C@H](CCCC1)CO